FC=1C=C2CN(CC2=CC1)C=1OC2=CC=C(C=C2C(C1)=O)C 2-(5-fluoroisoindolin-2-yl)-6-methyl-chromen-4-one